ClC1=C(OC(C(=O)OCC)(C)C)C(=CC(=C1)CN1CCN(CC1)CC1=CC=C(C=C1)C(F)(F)F)C Ethyl 2-(2-chloro-4-((4-(4-(trifluoromethyl) benzyl) piperazin-1-yl) methyl)-6-methylphenoxy)-2-methylpropionate